OCC=1C=C(C=C(C1)CO)NC([C@H](C)NC([C@H](C)NC(CCCCC(=O)OC)=O)=O)=O methyl 6-(((S)-1-(((S)-1-((3,5-bis(hydroxymethyl)phenyl)amino)-1-oxopropan-2-yl)amino)-1-oxopropan-2-yl)amino)-6-oxohexanoate